CC(CC(CC)=NO)CC N-(5-methylheptan-3-ylidene)hydroxylamine